C(N)(=O)C=1C=C(C=CC1O)C[C@@H](C(=O)O)NC (S)-3-(3-carbamoyl-4-hydroxyphenyl)-2-(methylamino)propanoic acid